succinimidyl pentynate C(C#CCC)(=O)ON1C(CCC1=O)=O